NC1=C(C(=NN1C(C)C)C(=O)NC=1C(=NC=C(C1)NC(CC1=CN(C2=CC=CC=C12)C)=O)F)C(=O)N 5-amino-N3-(2-fluoro-5-(2-(1-methyl-1H-indol-3-yl)acetamido)pyridin-3-yl)-1-isopropyl-1H-pyrazole-3,4-dicarboxamide